FC1=C(C(=C(C=C1)C=1CCCC2=C(C1C1=CC=C(C=C1)CC1CN(C1)CCCF)C=CC=C2)C)C 8-(4-Fluoro-2,3-dimethylphenyl)-9-(4-((1-(3-fluoropropyl)azetidin-3-yl)methyl)phenyl)-6,7-dihydro-5H-benzo[7]annulen